m-methylcyclohexyl iodide CC1CC(CCC1)I